C(C)(C)(C)OOC(C)(CC)OOC(C)(C)C 2,2-di(tertiary-butyl-peroxy)butane